6-((3S,4S)-4-amino-3-methyl-2-oxa-8-azaspiro[4.5]decan-8-yl)-3-((2,3-dichlorophenyl)amino)-1,4-dihydro-5H-pyrazolo[3,4-b]pyrazin-5-one N[C@@H]1[C@@H](OCC12CCN(CC2)C=2C(NC1=C(N2)NN=C1NC1=C(C(=CC=C1)Cl)Cl)=O)C